(2-(6-(4,7-diazaspiro[2.5]octan-7-yl)pyridin-2-yl)-1,6-naphthyridin-7-yl)methanamine C1CC12NCCN(C2)C2=CC=CC(=N2)C2=NC1=CC(=NC=C1C=C2)CN